6-(4-fluorophenyl)-5-(8-fluoroquinolin-6-yl)tetrazolo[1,5-a]pyrazin-8-amine FC1=CC=C(C=C1)C=1N=C(C=2N(C1C=1C=C3C=CC=NC3=C(C1)F)N=NN2)N